FC1(CNCCC1N1CCN(CC1)NC(OCC1=CC=CC=C1)=O)F benzyl (4-(3,3-difluoropiperidin-4-yl)piperazin-1-yl)carbamate